5-(4-(((1r,5s)-8-oxa-3-azabicyclo[3.2.1]oct-3-yl)methyl)phenyl)-2-oxo-6-(trifluoromethyl)-1,2-dihydropyridine-3-carboxamide [C@H]12CN(C[C@H](CC1)O2)CC2=CC=C(C=C2)C=2C=C(C(NC2C(F)(F)F)=O)C(=O)N